ClC1=CC=C(C(=O)NCC(=C)C2=CC=CC=C2)C=C1 4-chloro-N-(2-phenylallyl)benzamide